BrC=1C=C2C=C3C=CC(C(C3=CC2=CC1)=O)=O 6-bromoanthracene-1,2-dione